1-(3-amino-6-(2,5-dimethyl-1,2,3,4-tetrahydroisoquinolin-7-yl)pyrazin-2-yl)-N-(tetrahydrofuran-3-yl)-1H-pyrazole-4-carboxamide NC=1C(=NC(=CN1)C1=CC(=C2CCN(CC2=C1)C)C)N1N=CC(=C1)C(=O)NC1COCC1